methyl (2S)-4-(4-fluoro-5-hydroxy-6-methoxy-isoindolin-2-yl)-2-methyl-4-oxobutyrate FC1=C2CN(CC2=CC(=C1O)OC)C(C[C@@H](C(=O)OC)C)=O